Benzotriazol-1-yl-oxytripyrrolidinylphosphonium N1(N=NC2=C1C=CC=C2)O[P+](N2CCCC2)(N2CCCC2)N2CCCC2